Piperazine-1-Carboxylate N1(CCNCC1)C(=O)[O-]